acrylic-N,N-dimethylaminoethyl ester CN(C)CCOC(C=C)=O